N-[(1S)-1-cycloheptyl-2-[4-(3,5-dimethyl-1H-pyrazol-4-yl)anilino]-2-oxo-ethyl]-2-methyl-pyrazole-3-carboxamide C1(CCCCCC1)[C@@H](C(=O)NC1=CC=C(C=C1)C=1C(=NNC1C)C)NC(=O)C=1N(N=CC1)C